FC1=C(C=CC(=C1F)OC[C@@H]1COCC1)NC=1C2=C(N=CN1)C=C(C(=N2)O[C@@H]2CNCC2)F N-(2,3-difluoro-4-(((S)-tetrahydrofuran-3-yl)methoxy)phenyl)-7-fluoro-6-(((S)-pyrrolidin-3-yl)oxy)pyrido[3,2-d]pyrimidin-4-amine